C(C=C)(=O)N1[C@H](CN(C[C@H]1C)C1=C(C(N(C2=NC(=C(C=C12)Cl)Cl)C=1C(=NC=CC1C)C(C)C)=O)C#N)C ((3S,5R)-4-propenoyl-3,5-dimethylpiperazin-1-yl)-6,7-dichloro-1-(2-isopropyl-4-methylpyridin-3-yl)-2-oxo-1,2-dihydro-1,8-naphthyridine-3-carbonitrile